P(=O)(O)(O)OCC(CO)=O glycerone 3-phosphate